C(CCCCCCCCCCCCC)N(CC(=O)O)CC(N)N N-myristyldiaminoethylglycine